4-(((3r,4r)-3-(4-(tert-butoxycarbonyl)phenyl)-1-ethylpiperidin-4-yl)methyl)-5,7-dimethyl-1H-indole-1-carboxylic acid tert-butyl ester C(C)(C)(C)OC(=O)N1C=CC2=C(C(=CC(=C12)C)C)C[C@H]1[C@@H](CN(CC1)CC)C1=CC=C(C=C1)C(=O)OC(C)(C)C